Cl.Cl.N[C@H](C(=O)NC1=CC(=C(C=C1)C1=C(C=NC=C1C)C)Cl)C(C1=CC=CC=C1)C1=CC=CC=C1 (S)-2-amino-N-(3-chloro-4-(3,5-dimethylpyridin-4-yl)phenyl)-3,3-diphenylPropionamide dihydrochloride